2-((7-(4-fluorophenyl)-4,5,6,7-tetrahydrobenzo[d]thiazol-2-yl)amino)-2-oxoethyl (2-(dimethylamino)ethyl)(methyl)sulfamate CN(CCN(S(OCC(=O)NC=1SC2=C(N1)CCCC2C2=CC=C(C=C2)F)(=O)=O)C)C